C/C(/C(/C=C/C)=O)=C(\C(C)C)/C (2e,5e)-5,6,7-trimethyloct-2,5-dien-4-one